C(C(O)CC(=O)O)(=O)O.C(C(O)CC(=O)O)(=O)O malic acid, malic acid salt